[((cyclopropylcarbonyl)amino)methyl]-N-[1-(4-methylphenyl)-1H-indazol-4-yl]benzamide C1(CC1)C(=O)NCC1=C(C(=O)NC2=C3C=NN(C3=CC=C2)C2=CC=C(C=C2)C)C=CC=C1